2-(2-bromo-5-carboxyphenoxy)ethan-1-aminium BrC1=C(OCC[NH3+])C=C(C=C1)C(=O)O